COC1=CC2=C(CCNC=C2)C=C1OC 7,8-dimethoxy-1,3-dihydro-2H-3-benzazepine